(2-(2-nitro-1-(2-phenyl-1H-indol-3-yl)ethyl)phenyl)boronic acid [N+](=O)([O-])CC(C1=C(NC2=CC=CC=C12)C1=CC=CC=C1)C1=C(C=CC=C1)B(O)O